BrC=1N=C(SC1)C1(CC1)C#N (4-bromothiazol-2-yl)cyclopropanecarbonitrile